ClC=1C=NC(=NC1)OC=1C(=C(C#N)C=CC1)S(=O)CCCC(F)(F)F 3-(5-chloropyrimidin-2-yl)oxy-2-(4,4,4-trifluorobutylsulfinyl)benzonitrile